C(C)(C)(C)OC(=O)N1C[C@H](CC1)C(=O)NC=1N=CC2=CC=C(C=C2C1)C(=O)O (S)-3-(1-(tert-butoxycarbonyl)pyrrolidine-3-carboxamido)isoquinoline-6-carboxylic acid